2-[2-(4-chloro-3-fluoro-phenyl)-benzimidazol-1-yl]-2,N-dicyclohexyl-acetamide ClC1=C(C=C(C=C1)C1=NC2=C(N1C(C(=O)NC1CCCCC1)C1CCCCC1)C=CC=C2)F